BrC=1N(C(=C(N1)C(F)(F)F)C(=O)OCC)CC#N ethyl 2-bromo-1-(cyanomethyl)-4-(trifluoromethyl)-1H-imidazole-5-carboxylate